3-(4,4-difluoropiperidin-1-yl)-5-methyl-2-phenyl-6-(quinolin-6-yl)pyrazolo[1,5-a]Pyrimidin-7(4H)-one FC1(CCN(CC1)C=1C(=NN2C1NC(=C(C2=O)C=2C=C1C=CC=NC1=CC2)C)C2=CC=CC=C2)F